methyl 2-((1S,2R)-6'-bromo-2-fluoro-1'-oxo-1'H-spiro[cyclopropane-1,4'-isoquinolin]-2'(3'H)-yl)acetate BrC=1C=C2[C@@]3(CN(C(C2=CC1)=O)CC(=O)OC)[C@@H](C3)F